IC(C(C)C)I 1,1-diiodoisobutane